(S)-N-(3-(6-amino-3,3-difluoro-2-(fluoromethyl)-2,3,4,5-tetrahydropyridin-2-yl)-4-fluorophenyl)-1-(difluoromethyl)-1H-pyrazole-3-carboxamide NC=1CCC([C@@](N1)(CF)C=1C=C(C=CC1F)NC(=O)C1=NN(C=C1)C(F)F)(F)F